CC1(OB(OC1(C)C)C1=CC=C(C=C1)C1=CCCN(C1)CC(=O)OC(C)(C)C)C Tert-butyl 2-(5-(4-(4,4,5,5-tetramethyl-1,3,2-dioxaborolan-2-yl)phenyl)-3,6-dihydropyridin-1(2H)-yl)acetate